4-fluoro-5-methoxy-3-(2-pyrrolidin-1-ylethyl)-1H-indole FC1=C2C(=CNC2=CC=C1OC)CCN1CCCC1